CN(CCC#CC1=C(C=C2C(=NC(=NC2=C1)N1[C@H]([C@H]2C[C@H]2C1)CO)NC1CCN(CC1)C(C)C)OC)C ((1S,2R,5R)-3-(7-(4-(dimethylamino)but-1-yn-1-yl)-4-((1-isopropylpiperidine-4-yl)amino)-6-methoxyquinazolin-2-yl)-3-azabicyclo[3.1.0]hexan-2-yl)methanol